FC1=CC=C(CC2=CC3=C(C=4N=CC=NC24)C(CN3)(C)C)C=C1 5-(4-fluorobenzyl)-9,9-dimethyl-8,9-dihydro-7H-pyrrolo[3,2-f]quinoxaline